ClC=1C=C(C=C(C1OC=1C=C2CCN(C(C2=CC1)=O)CC1=C(C=CC(=C1)F)C)Cl)N1N=CC(NC1=O)=O 2-(3,5-dichloro-4-((2-(5-fluoro-2-methylbenzyl)-1-oxo-1,2,3,4-tetrahydroisoquinolin-6-yl)oxy)phenyl)-1,2,4-triazine-3,5(2H,4H)-dione